2-(4-(Trifluoromethyl)pyrimidin-5-yl)-1-ethyl-1H-benzo[d]imidazol-6-carbonitril FC(C1=NC=NC=C1C1=NC2=C(N1CC)C=C(C=C2)C#N)(F)F